N[C@@H]1C=2C(=NC=CC2)CC12CCN(CC2)C2=NC(=C1C(=N2)NN=C1SC1=C(C(=NC=C1)C1CC1)Cl)C#N (S)-6-(5-amino-5,7-dihydro-spiro[cyclopent[b]pyridin-6,4'-piperidin]-1'-yl)-3-((3-chloro-2-cyclopropylpyridin-4-yl)thio)-1H-pyrazolo[3,4-d]pyrimidine-4-carbonitrile